1-(4-((5-(3,5-dimethylisoxazol-4-yl)-2-methylphenyl)((1-(4-(2,6-dioxopiperidin-3-yl)benzyl)piperidin-4-yl)methyl)amino)phenyl)cyclopropane-1-carbonitrile CC1=NOC(=C1C=1C=CC(=C(C1)N(C1=CC=C(C=C1)C1(CC1)C#N)CC1CCN(CC1)CC1=CC=C(C=C1)C1C(NC(CC1)=O)=O)C)C